FC1=C(C=2C=CN=CC2C=C1)C=O 6-fluoroisoquinoline-5-carbaldehyde